C(C)(C)(C)OOC(C)(CC)OOC(C)(C)C 2,2-bis-(tert-butylperoxy)-butane